(trioxomolybdenum) tetrahydrate O.O.O.O.O=[Mo](=O)=O